6-{5-chloro-2-[(oxan-4-yl)amino]pyrimidin-4-yl}-2-{2-[1-(hydroxyl-methyl)-2,3,4,5-tetrahydro-1H-3-benzazepin-3-yl]-2-oxoethyl}-2,3-dihydro-1H-isoindol-1-one ClC=1C(=NC(=NC1)NC1CCOCC1)C1=CC=C2CN(C(C2=C1)=O)CC(=O)N1CCC2=C(C(C1)CO)C=CC=C2